(6R,7R)-12-chloro-13-fluoro-16-methylsulfanyl-9-oxa-2,11,15,17-tetrazatetracyclo[8.7.1.02,7.014,18]octadeca-1(17),10(18),11,13,15-pentaen-6-ol ClC1=NC=2OC[C@@H]3[C@@H](CCCN3C3=NC(=NC(=C1F)C32)SC)O